4-(5-(3-fluoro-5-(imidazo[1,2-a]pyridine-3-carboxamido)-4-methylphenyl)-1,2,4-oxadiazol-3-yl)-2-isopropylpiperazine-1-carboxylic acid methyl ester COC(=O)N1C(CN(CC1)C1=NOC(=N1)C1=CC(=C(C(=C1)NC(=O)C1=CN=C2N1C=CC=C2)C)F)C(C)C